FC(C1=C(N=NN1)C(=O)N)(F)F 5-(trifluoromethyl)-1H-1,2,3-triazole-4-carboxamide